1-[4-(6-Cyclobutoxy-pyridin-2-yl)-2,6-difluoro-phenyl]-pyrrolidin C1(CCC1)OC1=CC=CC(=N1)C1=CC(=C(C(=C1)F)N1CCCC1)F